FC1=C(C=C(C=C1)N(C(=O)C1=CC2=C(N=CN2C=2C=NC(=CC2)NC(COC)=O)C=C1)C)OC N-(4-fluoro-3-methoxy-phenyl)-3-[6-[(2-methoxyacetyl)amino]-3-pyridyl]-N-methyl-benzimidazole-5-carboxamide